[Na].OC1=CC=C(C(=O)OC)C=C1 methyl p-hydroxybenzoate, sodium salt